C(CCCCC)C(C(=O)OCC(COC(C(CCCCCCCC)CCCCCC)=O)N1CCC2(CC1)CCN(CC2)C(C)CCCO)CCCCCCCC 2-(9-(5-hydroxypentan-2-yl)-3,9-diazaspiro[5.5]undecan-3-yl)propane-1,3-diyl bis(2-hexyldecanoate)